tert-Butyl (S)-4-(7-(2-amino-5-chloro-6-fluoro-3-methylphenyl)-8-oxo-6-(trifluoromethyl)-8H-pyrido[2,1-f][1,2,4]triazin-4-yl)-3-methylpiperazine-1-carboxylate NC1=C(C(=C(C=C1C)Cl)F)C1=C(C=C2C(=NC=NN2C1=O)N1[C@H](CN(CC1)C(=O)OC(C)(C)C)C)C(F)(F)F